BrCC(=O)NC=1C=CC=C2C(=NN(C12)C)N1C(NC(CC1)=O)=O 2-bromo-N-(3-(2,4-dioxotetrahydropyrimidin-1(2H)-yl)-1-methyl-1H-indazol-7-yl)acetamide